6-(cyclopropanecarboxamido)-4-((2-methoxy-3-(1-(2-methoxycyclopentyl)-1H-pyrazol-4-yl)phenyl)amino)nicotinamide C1(CC1)C(=O)NC1=NC=C(C(=O)N)C(=C1)NC1=C(C(=CC=C1)C=1C=NN(C1)C1C(CCC1)OC)OC